CC1(C(N(C2=CC=CC(=C12)C1=CC=C(C(=N1)C(=O)NC1=CC=C(C=C1)F)C)C1=NC=CC=N1)=O)C 6-(3,3-dimethyl-2-oxo-1-(pyrimidin-2-yl)indolin-4-yl)-N-(4-fluorophenyl)-3-methylpyridine-2-carboxamide